2-(dimethylamino)-1-((1R,3s,5S)-3-((7-((5-methyl-1H-pyrazol-3-yl)amino)-1,6-naphthyridin-5-yl)amino)-9-azabicyclo[3.3.1]nonan-9-yl)ethan-1-one CC1CC(NN1)NC2=NC(=C3C=CC=NC3=C2)NC4C[C@H]5CCC[C@@H](C4)N5C(=O)CN(C)C